CC1(CN(CC2=CC(=CC=C12)C1=CC=C(C=C1)C(F)(F)F)CC1CCOCC1)C 4,4-dimethyl-2-((tetrahydro-2H-pyran-4-yl)methyl)-7-(4-(trifluoromethyl)phenyl)-1,2,3,4-tetrahydroisoquinoline